CN1C2=C(C=C(C1=O)C(=O)NC1=NC=CC=N1)CC(C2)C 1,6-Dimethyl-2-oxo-N-pyrimidin-2-yl-6,7-dihydro-5H-cyclopenta[b]pyridine-3-carboxamide